ClC1=CC=C(C=C1)OC(=O)N1CC(CC(C1)F)N1C(CCCC1=O)C 5'-fluoro-2-methyl-6-oxo[1,3'-bipiperidine]-1'-carboxylic acid 4-chlorophenyl ester